[SiH]1=CC=CC2=[O+]C3=CC=CC=C3C=C12 Silaxanthenium